CC1=C(C(=CC=C1)[N+](=O)[O-])SC#N 1-methyl-3-nitro-2-thiocyanatobenzene